CC1(N(C2=CC=CC=C2C(C1)=O)C(C(F)(F)F)=O)C 2,2-dimethyl-1-(2,2,2-trifluoroacetyl)-2,3-dihydroquinolin-4(1H)-one